(2,2-dimethylcyclopropyl)((CIS)-2-((((CIS)-4-isopropylcyclohexyl)oxy)methyl)-3-(1H-pyrazol-3-yl)piperidin-1-yl)methanone CC1(C(C1)C(=O)N1[C@H]([C@H](CCC1)C1=NNC=C1)CO[C@@H]1CC[C@@H](CC1)C(C)C)C